N-(4-((2-((1R,5S)-3-oxa-8-azabicyclo[3.2.1]octan-8-yl)pyrimidin-4-yl)oxy)-3-methylphenyl)-3-methoxycyclobutane-1-carboxamide [C@H]12COC[C@H](CC1)N2C2=NC=CC(=N2)OC2=C(C=C(C=C2)NC(=O)C2CC(C2)OC)C